4-amino-3-isopropyl-N-(2-methyl-2-propanyl)-5-oxo-4,5-dihydro-1H-1,2,4-triazole-1-carboxamide NN1C(=NN(C1=O)C(=O)NC(C)(C)C)C(C)C